FC(C1=NC=CC(=C1)C1=CC=2C=NC(=CC2N1COCC[Si](C)(C)C)NC(=O)C1CC1)(F)F N-(2-(2-(trifluoromethyl)pyridin-4-yl)-1-((2-(trimethylsilyl)ethoxy)methyl)-1H-pyrrolo[3,2-c]pyridin-6-yl)cyclopropanecarboxamide